CO\N=C(\C(C)(C)C)/CC[C@@H](C)[C@H]1CCC2[C@H](CCC[C@]12C)O[Si](CC)(CC)CC (6R,E)-2,2-Dimethyl-6-((1R,4S,7aR)-7a-methyl-4-((triethylsilyl)oxy)octahydro-1H-inden-1-yl)heptan-3-on-O-methyl oxime